(Z)-7-[(1R,2R,3R)-3-hydroxy-2-[(E,3R)-3-hydroxy-4,4-dimethyloct-1-enyl]-5-methylidenecyclopentyl]hept-5-enoic acid O[C@H]1[C@@H]([C@H](C(C1)=C)C\C=C/CCCC(=O)O)\C=C\[C@H](C(CCCC)(C)C)O